4-(6-(Acetoxymethyl)pyridin-3-yl)piperazine-1-carboxylate C(C)(=O)OCC1=CC=C(C=N1)N1CCN(CC1)C(=O)[O-]